4-chloro-2'-biphenylboronic acid ClC1=CC=C(C=C1)C=1C(=CC=CC1)B(O)O